2-(4-(5-methyl-[1,2,4]triazolo[1,5-a]pyrimidin-7-yl)piperazin-1-yl)-1,3-benzothiazole CC1=NC=2N(C(=C1)N1CCN(CC1)C=1SC3=C(N1)C=CC=C3)N=CN2